BrC1=CC=C(C=C1)NC(=O)N[C@@](C)(CC)C(=O)O (+)-N-[(4-bromophenyl)carbamoyl]-L-isovaline